CN1C2=CC=CC=C2C=2C=CN=C(C12)CNC1=NC=CC=2C3=CC=CC=C3N(C12)CC1=CC=CC=C1 N-[(9-methyl-beta-carbolin-1-yl)methyl]-9-benzyl-beta-carbolin-1-amine